2,4,6-tris(3,4-difluorophenyl)boroxine tert-butyl-(R)-6-(5-((1-(dimethylamino)propan-2-yl)oxy)-4-((5-fluoroquinolin-6-yl)amino)quinazolin-7-yl)-2,6-diazaspiro[3.3]heptane-2-carboxylate C(C)(C)(C)OC(=O)N1CC2(C1)CN(C2)C2=CC(=C1C(=NC=NC1=C2)NC=2C(=C1C=CC=NC1=CC2)F)O[C@@H](CN(C)C)C.FC=2C=C(C=CC2F)B2OB(OB(O2)C2=CC(=C(C=C2)F)F)C2=CC(=C(C=C2)F)F